N1C(=NC2=C1C=CC=C2)CCC=2C=C1C(=CC(=NC1=CC2)N(CC(=O)O)C)C2=CC=CC=C2 2-({6-[2-(1H-1,3-benzodiazol-2-yl)ethyl]-4-phenylquinolin-2-yl}(methyl)amino)acetic acid